(E)-4-dimethylaminocrotonate CN(C/C=C/C(=O)[O-])C